C12CN(CC(CC1)N2)C2=NC(=NC1=C(C(=C(C=C21)F)C2=C1C=NNC1=CC(=C2C(F)(F)F)C)F)OCC2(CC2)CN2CCOCC2 4-((1-(((4-(3,8-diazabicyclo[3.2.1]octan-3-yl)-6,8-difluoro-7-(6-methyl-5-(trifluoromethyl)-1H-indazol-4-yl)quinazolin-2-yl)oxy)methyl)cyclopropyl)methyl)morpholine